ClC=1C=C2C=C(NC2=CC1)CNC(N([C@H]1CN(CCC1)C(CC1=NC(=NO1)C)=O)C)=O (R)-3-((5-chloro-1H-indol-2-yl)methyl)-1-methyl-1-(1-(2-(3-methyl-1,2,4-oxadiazol-5-yl)acetyl)piperidin-3-yl)urea